7-{5-[(3ar,6as)-3a,6a-diethyl-4,6-dihydrothieno[3,4-d][1,3,2]dioxaborolan-2-yl]-4-methoxy-2-pyrazol-1-yl-phenyl}cinnolin-4-amine C(C)[C@]12[C@](OB(O1)C=1C(=CC(=C(C1)C1=CC=C3C(=CN=NC3=C1)N)N1N=CC=C1)OC)(CSC2)CC